7H-pyrazolo[3,4-b]pyridin-6-imine N=1N=CC=2C1NC(CC2)=N